FC(C)(F)C1=NC(=CC(=N1)N1CC2(C=3C=NC(=CC31)NC(C)=O)CC2)C2COC2 N-(1'-(2-(1,1-difluoroethyl)-6-(oxetan-3-yl)pyrimidin-4-yl)-1',2'-dihydrospiro[cyclopropane-1,3'-pyrrolo[3,2-c]pyridin]-6'-yl)acetamide